C(C)N(S(=O)(=O)NC1=C(C(=C(OC2=NC=CC=C2C2=NC(=NC=C2)N[C@@H]2CNC[C@H](C2)F)C=C1F)F)F)C 4-(2-(4-((ethyl(methyl)sulfamoyl)amino)-2,3,5-trifluoro-phenoxy)-3-pyridyl)-2-(((3S,5S)-5-fluoro-3-piperidyl)amino)pyrimidine